S1C=NC2=C1C=CC(=C2)NC2=CC=NC1=CC(=C(C=C21)C2=C(C=C(C(=O)N(C)C)C=C2)F)F 4-(4-(benzo[d]thiazol-5-ylamino)-7-fluoroquinolin-6-yl)-3-fluoro-N,N-dimethylbenzamide